P(O)(=O)(OP(=O)(O)OP(=O)(O)O)OC[C@@H]1[C@H]([C@H]([C@@H](O1)N1C=NC=2C(N)=NC=NC12)N=[N+]=[N-])O 2'-azido-2'-deoxyadenosine-5'-triphosphate